2-(2,3-dichloro-6-(methoxymethoxy)phenyl)-4-(1-ethoxy-3-methoxy-1-oxopropan-2-yl)pyrrolidine-1-carboxylate ClC1=C(C(=CC=C1Cl)OCOC)C1N(CC(C1)C(C(=O)OCC)COC)C(=O)[O-]